3,5-Difluoro-N-[2-(4-formylcyclohexyl)-6-methoxy-indazol-5-yl]benzamide FC=1C=C(C(=O)NC2=CC3=CN(N=C3C=C2OC)C2CCC(CC2)C=O)C=C(C1)F